(S)-7'-(3,5-difluorophenyl)dihydro-1'H,3'H,5'H-spiro[piperidine-4,2'-pyrazolo[1,2-a]pyrazol]-1'-one FC=1C=C(C=C(C1)F)[C@@H]1CCN2N1C(C1(C2)CCNCC1)=O